[N+](=O)([O-])C=1C=C2CCCC2=CC1 5-nitro-2,3-dihydro-1H-indene